5-(1-(3-bromophenyl)-3,3-dimethylcyclobutyl)-4-methyl-2,4-dihydro-3H-1,2,4-triazole-3-thione BrC=1C=C(C=CC1)C1(CC(C1)(C)C)C=1N(C(NN1)=S)C